ClC=1C(=CC2=C(C(N3[C@@H](CO2)C[C@H](C3)O)=O)C1OCC1(CC1)F)C (2R,11aR)-7-chloro-6-((1-fluorocyclopropyl)methoxy)-2-hydroxy-8-methyl-2,3,11,11a-tetrahydro-1H,5H-benzo[f]Pyrrolo[2,1-c][1,4]oxazepin-5-one